ClC1=CN=CC(=N1)C1=NN=C(S1)C(=O)OCC ethyl 5-(6-chloropyrazin-2-yl)-1,3,4-thiadiazole-2-carboxylate